C(C)OC(C(C1=CC=CC=C1)NCCN1N=CC(=C1)C#N)=O 2-((2-(4-cyano-1H-pyrazol-1-yl)ethyl)amino)-2-phenylacetic acid ethyl ester